C(C)(C)(C)OC(=O)N1CCC2(CC1)CCCCC2 3-azaspiro[5.5]undecan-3-carboxylic acid tert-butyl ester